CNC=1C=2N=CN([C@H]3[C@H](O)[C@H](O)[C@@H](CO)O3)C2N=C(N1)N N6-methyl-2-Aminoadenosine